BrC(CCCBr)N 1,4-dibromobutylamine